4-Cyano-3-(trifluoromethylphenyl)-3-(4-fluoro-1H-pyrazol-1-yl)-2-hydroxy-2-methylpropanamide 2,3-dihydroxysuccinate OC(C(=O)O)C(C(=O)O)O.C(#N)C1(C=NN(C1)C(C(C(=O)N)(C)O)C1=C(C=CC=C1)C(F)(F)F)F